3-((2-chloro-6-(trifluoromethyl)-7H-pyrrolo[2,3-d]pyrimidin-7-yl)methyl)pyrazine ClC=1N=CC2=C(N1)N(C(=C2)C(F)(F)F)CC=2C=NC=CN2